2-(5-bromo-2-(methylthio)pyrimidin-4-yl)-2-((diphenylmethylene)amino)acetonitrile BrC=1C(=NC(=NC1)SC)C(C#N)N=C(C1=CC=CC=C1)C1=CC=CC=C1